[Pu+3].[Np+4] neptunium (IV)-plutonium (III)